BrC=1C=CC2=C(C(C(O2)C(\C=C\C2=CC=C(C=C2)Br)=O)O)C1 (E)-1-(5-bromo-3-hydroxy-2,3-dihydrobenzofuran-2-yl)-3-(4-bromophenyl)prop-2-en-1-one